N-[imidazolidin-2-ylidene]benzamide N1C(NCC1)=NC(C1=CC=CC=C1)=O